C[C@@H]1CC[C@H](N(C1)C(C(=O)NC=1C=C(C=NC1)C(=O)N)=O)C1=CC=2NN=CC2S1 5-[[2-[(2S,5R)-5-methyl-2-(1H-thieno[3,2-c]pyrazol-5-yl)-1-piperidyl]-2-oxo-acetyl]amino]pyridine-3-carboxamide